COC(=O)C1CCN(CC1)C1=NC=NC(=C1F)Cl 1-(6-Chloro-5-fluoro-pyrimidin-4-yl)piperidine-4-carboxylic acid methyl ester